C(C)(=O)NC1C[C@H]2CC(C[C@H]2C1)C(=O)NC1=NC=C(C(=C1)C=1C=C(N2CC(CC12)(C)C)C#N)Cl (2r,3aR,5r,6aS)-5-acetamido-N-(5-chloro-4-(5-cyano-2,2-dimethyl-2,3-dihydro-1H-pyrrolizin-7-yl)pyridin-2-yl)octahydropentalene-2-carboxamide